(((4-(benzyloxy)-2,3,5,6-tetrafluorophenoxy)methyl)thio)-5,5-dimethyl-4,5-dihydroisoxazole C(C1=CC=CC=C1)OC1=C(C(=C(OCSC2=NOC(C2)(C)C)C(=C1F)F)F)F